C1(=CC=CC=C1)N(C(O)=O)C1=NN(C=C1)COCC[Si](C)(C)C.FC1=C(C(=CC=C1)F)CCCCC(=O)O 2,6-difluoro-benzenepentanoic acid phenyl-(1-((2-(trimethylsilyl)ethoxy)methyl)-1H-pyrazol-3-yl)carbamate